(E)-N-(1-(2-(3-(hydroxyamino)-3-oxoprop-1-en-1-yl)phenyl)piperidin-4-yl)-1H-indole-2-carboxamide ONC(/C=C/C1=C(C=CC=C1)N1CCC(CC1)NC(=O)C=1NC2=CC=CC=C2C1)=O